2-Methyl-oxolane CC1OCCC1